FC(C1=C(C[N+](CCOC(C2=CC=C(C=C2)C=C)=O)(CCOC(C2=CC=C(C=C2)C=C)=O)CCOC(C2=CC=C(C=C2)C=C)=O)C=CC=C1)(F)F 2-trifluoromethylbenzyl(tris(2-(4-vinylbenzoyloxy)ethyl))ammonium